ClC=1C=2N(C=CC1)N=C(C2)[C@H]2N(CCC1=C2N=CN1)C=1OC(=NN1)C1=NC=CC=C1 (S)-2-(4-(4-chloropyrazolo[1,5-a]pyridin-2-yl)-6,7-dihydro-1H-imidazo[4,5-c]pyridin-5(4H)-yl)-5-(pyridin-2-yl)-1,3,4-oxadiazole